NCCCCNC(C(=C)C)=O N-(4-aminobutyl)methacrylamide